C(C=C)(=O)N1CC(C1)C=1OC2C(C1NC(C)=O)C=C(C=C2)C2=C1C=NNC1=CC=C2C N-(2-(1-acryloylazetidin-3-yl)-5-(5-methyl-1H-indazol-4-yl)-3a,7a-dihydrobenzofuran-3-yl)acetamide